COCC1=C(C(=NC=C1)C1=CN=CC(=N1)C(=O)N)C(F)(F)F 6-(4-(methoxymethyl)-3-(trifluoromethyl)pyridine-2-yl)pyrazine-2-carboxamide